2-benzyl-2-dimethylamino-1-(4-morpholino(morpholino)phenyl)butan-1-one C(C1=CC=CC=C1)C(C(=O)C1=C(C=C(C=C1)N1CCOCC1)N1CCOCC1)(CC)N(C)C